CN1CCN(CC1)C1=CC=C(C=C1)C=1C=C(C(=NC1)N)B1OC(C(O1)(C)C)(C)C 5-(4-(4-methylpiperazin-1-yl)phenyl)-3-(4,4,5,5-tetramethyl-1,3,2-dioxaborolan-2-yl)pyridin-2-amine